5-bromo-6-methoxybenzo[d]oxazol-2(3H)-one BrC=1C(=CC2=C(NC(O2)=O)C1)OC